1-(4-(6-chloro-7-(5-chloro-2-hydroxy-phenyl)quinazolin-4-yl)piperazin-1-yl)prop-2-en-1-one ClC=1C=C2C(=NC=NC2=CC1C1=C(C=CC(=C1)Cl)O)N1CCN(CC1)C(C=C)=O